FC1C2(C1)CNC(C1=CC=C(C(=C12)F)C(F)(F)F)=O 2',5-difluoro-6-(trifluoromethyl)spiro[2,3-dihydroisoquinolin-4,1'-cyclopropan]-1-one